O1COC2=C1C=CC=C2O[C@@H](CCN)C=2SC(=CC2)Br (S)-3-(benzo[d][1,3]dioxol-4-yloxy)-3-(5-bromothiophen-2-yl)propan-1-amine